FC1=C(CCN2[C@H]([C@H]([C@@H]([C@H](C2)O)O)O)CO)C(=CC(=C1)C1CCOCC1)F (2S,3R,4R,5S)-1-(2,6-difluoro-4-(tetrahydro-2H-pyran-4-yl)phenethyl)-2-(hydroxymethyl)piperidine-3,4,5-triol